C(CCC)(=O)OC1=C(C(=CC=C1)NC(CCC)=O)C(NC=1SC(=CN1)[N+](=O)[O-])=O 3-butyramido-2-((5-nitrothiazol-2-yl)carbamoyl)phenyl butyrat